CC1=CC=C(C=C1)[C@@H]1CO1 (R)-(4-methylphenyl)-ethylene oxide